(1-(aminomethyl)cyclohexyl)methanol NCC1(CCCCC1)CO